C[C@H]1CN(C[C@@H](C1)C1=C2C=CC=NC2=C(C=C1)C)C(CC1CCN(CC1)C)=O 1-[(3R,5S)-3-methyl-5-(8-methyl-quinolin-5-yl)-piperidin-1-yl]-2-(1-methyl-piperidin-4-yl)-ethanone